C1=CC=NC(=C1)NS(=O)(=O)C2=CC=C(C=C2)N=O The molecule is a pyridine having a 4-nitrosobenzenesulfonamido group at the 2-position. It has a role as a drug metabolite and an allergen. It is a nitroso compound, a sulfonamide and a member of pyridines. It derives from a sulfanilamide.